COC1=NC=CC(=C1)C(=O)O 2-methoxypyridine-4-carboxylic acid